(R)-4-amino-N,7-dimethyl-N-[2-(trifluoromethyl)-6,8-dihydro-5H-pyrano[3,4-b]pyridin-5-yl]imidazo[1,5-a]quinoxaline-8-carboxamide NC=1C=2N(C3=CC(=C(C=C3N1)C)C(=O)N([C@H]1COCC3=NC(=CC=C31)C(F)(F)F)C)C=NC2